(difluoromethyl)-2-(2-(methoxymethyl)phenyl)-1-p-toluenesulfonylpiperidine FC(F)C1(N(CCCC1)S(=O)(=O)C1=CC=C(C)C=C1)C1=C(C=CC=C1)COC